OC(C)(C)C12CN(C(C1)C2)C=2C=C(C(=NC2)C(F)(F)F)NC(C2=NC(=CC=C2)C=2C=NN(C2)CC(F)(F)F)=O N-(5-(4-(2-hydroxypropan-2-yl)-2-azabicyclo[2.1.1]hexan-2-yl)-2-(trifluoromethyl)pyridin-3-yl)-6-(1-(2,2,2-trifluoroethyl)-1H-pyrazol-4-yl)picolinamide